COC=1C=C2C(=NC(=NC2=CC1OC)N1CCN(CC1)C1=NC(=NC(=C1)C)N1CCCC1)N 6,7-dimethoxy-2-{4-[6-methyl-2-(pyrrolidin-1-yl)pyrimidin-4-yl]piperazin-1-yl}quinazolin-4-amine